OC=1C=C(CCO)C=CC1O 3,4-dihydroxyphenethyl alcohol